NC1=C2C(=NC=N1)N(N=C2C2=NOC(=C2C2=CC=C(C=N2)C2CCN(CC2)C(=O)OCC(OC)OC)C2CC2)C(C)C 2,2-dimethoxyethyl 4-(6-(3-(4-amino-1-isopropyl-1H-pyrazolo[3,4-d]pyrimidin-3-yl)-5-cyclopropylisoxazol-4-yl)pyridin-3-yl)piperidine-1-carboxylate